ClC1=CC=C(C=C1)C(C)(C)NC(C[C@H]1N(CCC1)C)=O (S)-N-(2-(4-chlorophenyl)propan-2-yl)-2-(1-methyl-pyrrolidin-2-yl)acetamide